NCC#CC=1OC(=CN1)C(=O)NCCCN 2-(3-aminoprop-1-yn-1-yl)-N-(3-aminopropyl)oxazole-5-carboxamide